4-[4-(2-aminoethyl)phenyl]-3-(6-morpholin-4-ylpyridazine-4-carbonyl)benzonitrile NCCC1=CC=C(C=C1)C1=C(C=C(C#N)C=C1)C(=O)C1=CN=NC(=C1)N1CCOCC1